tert-butyl 4-((5-(3-(pyridin-4-ylcarbamoyl)-1-(tetrahydro-2H-pyran-2-yl)-1H-indazol-5-yl)furan-2-yl)methyl)piperazine-1-carboxylate N1=CC=C(C=C1)NC(=O)C1=NN(C2=CC=C(C=C12)C1=CC=C(O1)CN1CCN(CC1)C(=O)OC(C)(C)C)C1OCCCC1